(R)-2-((R)-2-((R)-2-tert-butyloxycarbonylamino-3-phenylpropanamido)-3-phenylpropanamido)-4-methylvaleric acid C(C)(C)(C)OC(=O)N[C@@H](C(=O)N[C@@H](C(=O)N[C@@H](C(=O)O)CC(C)C)CC1=CC=CC=C1)CC1=CC=CC=C1